N-(3,5-dimethylphenyl)-6-(methyl-d3)dibenzo[b,d]Furan-4-amine CC=1C=C(C=C(C1)C)NC1=CC=CC2=C1OC1=C2C=CC=C1C([2H])([2H])[2H]